ClC=1N=CC=C2C=CC(=NC12)NC12CCC(CC1)(CC2)CNC2=NC=C(C=N2)CC(=O)O 2-[2-[[4-[(8-chloro-1,7-naphthyridin-2-yl)amino]-1-bicyclo[2.2.2]octyl]methylamino]pyrimidin-5-yl]acetic acid